Cl.N[C@H](C(=O)OC)CC1=CC=CC=C1 methyl (2S)-2-amino-3-phenylpropanoate hydrochloride